5-bromo-3-(4-pyridyl)-1-trityl-indazole BrC=1C=C2C(=NN(C2=CC1)C(C1=CC=CC=C1)(C1=CC=CC=C1)C1=CC=CC=C1)C1=CC=NC=C1